C(C1=CC=CC=C1)OC1=C(N(C=CC1=O)C[C@H](O)C1=CC=C(C=C1)Cl)C (R)-3-(benzyloxy)-1-(2-(4-chlorophenyl)-2-hydroxyethyl)-2-methylpyridin-4(1H)-one